3-Chloro-4-[1-[[4-[methyl(2-phenoxyethyl)amino]tetrahydropyran-4-carbonyl]amino]cyclopropyl]benzoic acid, hydrochloride Cl.ClC=1C=C(C(=O)O)C=CC1C1(CC1)NC(=O)C1(CCOCC1)N(CCOC1=CC=CC=C1)C